N-(2-(4-(5-(8-methyl-[1,2,4]triazolo[1,5-a]pyridin-6-yl)-4-(2,2,2-trifluoroethyl)-1H-pyrazol-3-yl)phenyl)propan-2-yl)tetrahydro-2H-pyran-4-amine CC=1C=2N(C=C(C1)C1=C(C(=NN1)C1=CC=C(C=C1)C(C)(C)NC1CCOCC1)CC(F)(F)F)N=CN2